1,2-bis(dimethoxymethylsilyl)ethane COC(OC)[SiH2]CC[SiH2]C(OC)OC